6-chloro-7-methyl-3H-imidazo[4,5-b]pyridine-2-carboxylic acid ClC=1C(=C2C(=NC1)NC(=N2)C(=O)O)C